FC1(C[C@H](N(C1)C)CO)F (S)-(4,4-difluoro-1-methylpyrrolidine-2-yl)methanol